2-(3,3-difluorocyclobutyl)ethan-1-ol FC1(CC(C1)CCO)F